FC1(C[C@H](NC1)COC=1C=C2CN(C(C2=CC1)=O)C1C(NC(CC1)=O)=O)F 3-(5-(((S)-4,4-difluoropyrrolidin-2-yl)methoxy)-1-oxoisoindolin-2-yl)piperidine-2,6-dione